10-(4-(dimethylamino)-2-propoxyphenyl)-2,3,9,10-tetrahydro-[1,4]dioxino[2,3-f]quinolin-8(7H)-one CN(C1=CC(=C(C=C1)C1CC(NC2=CC=C3C(=C12)OCCO3)=O)OCCC)C